1,2,3,4-tetramethylpyrrolidine CN1C(C(C(C1)C)C)C